1-iodo-3,4-epoxybutane ICCC1CO1